C#CCCCCCCCCCCCCCCCCCC 1-icosyne